N-(3-hexylnaphthyl)-2-(phenyl)-indole-13C C(CCCCC)C=1C=C(C2=CC=CC=C2C1)N1[13C](=CC2=CC=CC=C12)C1=CC=CC=C1